1-(5-(4-amino-6-(trifluoromethyl)pyridazine-3-carbonyl)-2-(4-cyclopropyl-2-hydroxyphenyl)-2,3,4,5,5a,6,8,9-octahydro-7H-1,2,5,7-tetraazabenzo[cd]azulen-7-yl)prop-2-en-1-one NC1=C(N=NC(=C1)C(F)(F)F)C(=O)N1CCC=2N(N=C3CCN(CC1C23)C(C=C)=O)C2=C(C=C(C=C2)C2CC2)O